aminodecanol NC(CCCCCCCCC)O